NC1=NC=C(C=N1)C=1C=C(C=2N(N1)C(=CN2)I)N(CC(=O)OC(C)(C)C)CC2=CC=C(C=C2)OC tert-butyl N-(6-(2-aminopyrimidin-5-yl)-3-iodoimidazo[1,2-b]pyridazin-8-yl)-N-(4-methoxybenzyl)glycinate